C(C)(C)(C)OC(=O)N1C(CCCC1)C1=CC(=C(C=C1)C)O (3-hydroxy-4-methylphenyl)piperidine-1-carboxylic acid tert-butyl ester